FC1=CC=C(OCCC(CN2C=NC=C2)C2=C(C=CC=C2)C)C=C1 1-(4-(4-fluorophenoxy)-2-(o-tolyl)butyl)-1H-imidazole